COC1=C(C(=C(C(=O)Cl)C=C1)C)C1=NC=NC=C1 4-methoxy-2-methyl-3-(pyrimidin-4-yl)benzoyl chloride